5-(2,2-dimethyl-6-oxo-tetrahydro-2H-pyran-4-yl)-1H-indole-2-carboxylic acid isopropyl ester C(C)(C)OC(=O)C=1NC2=CC=C(C=C2C1)C1CC(OC(C1)=O)(C)C